CC1=NOC(=C1NC(=O)O[C@H](C)C1=CC=CC=C1)C1=CC=C(C=N1)NC(=O)C1C(CCCC1)C(=O)O 2-((6-(3-methyl-4-((((R)-1-phenylethoxy)carbonyl)amino)isoxazol-5-yl)pyridin-3-yl)carbamoyl)cyclohexane-1-carboxylic acid